Magnesium di-hydrogenphosphat Magnesium hydrogenphosphat P(=O)(O)([O-])[O-].[Mg+2].P(=O)(O)(O)[O-].[Mg+2]